4-(5-chloro-6-(methoxymethyl)pyridin-2-yl)-1-methylpiperazin-2-one ClC=1C=CC(=NC1COC)N1CC(N(CC1)C)=O